BrC1=C(C(=O)N(COCC[Si](C)(C)C)CC=C)C(=CC=C1)OC 2-bromo-6-methoxy-N-(2-propenyl)-N-(2-trimethylsilylethoxymethyl)benzamide